CN(C(=O)C1OCCCNC1)C N,N-dimethyl-1,4-oxazepane-2-carboxamide